FC(COCC(F)F)F bis(2,2-difluoroethyl)ether